C(C=C)(=O)NC1=CC=C(C=C1)N1N=C(C(=C1C1=CC(=C(C=C1)OC1=NC(=CC=C1)C)OC)C(=O)N)N 1-(4-acrylamidophenyl)-3-amino-5-(3-methoxy-4-((6-methylpyridin-2-yl)oxy)phenyl)-1H-pyrazole-4-carboxamide